1-oxyl-2,2,6,6-tetramethyl-4-(2-hydroxyl-4-oxapentoxy)piperidine ON1C(CC(CC1(C)C)OCC(COC)O)(C)C